1-(2-((tert-butoxycarbonyl)amino)ethyl)-3-(methylsulfonamido)-1H-pyrazole-4-carboxylic acid C(C)(C)(C)OC(=O)NCCN1N=C(C(=C1)C(=O)O)NS(=O)(=O)C